6-chloro-3-(((1R)-1-(2-cyano-3-(6-hydroxyhexahydro-3,5-methanocyclopenta[b]pyrrol-1(2H)-yl)-7-methylquinoxalin-5-yl)ethyl)amino)picolinic acid ClC1=CC=C(C(=N1)C(=O)O)N[C@H](C)C1=C2N=C(C(=NC2=CC(=C1)C)C#N)N1C2C3C(C1)CC(C3)C2O